OC(CC(=O)O)(CC)O 3,3-dihydroxyvaleric acid